FC(C=1C(=C(C=CC1)[C@@H](C)NC=1C2=C(N=C(N1)C)N(C(C(=C2)C2(CCC(CC2)O)O)=O)C)F)F 4-(((R)-1-(3-(difluoromethyl)-2-fluorophenyl)ethyl)amino)-6-((1s,4S)-1,4-dihydroxycyclohexyl)-2,8-dimethylpyrido[2,3-d]pyrimidin-7(8H)-one